S1C=2N(N=C1C1=C3C=C(N=CC3=C(N=C1)NC)NC(=O)C1CC1)C=CN2 N-(5-(imidazo[2,1-b][1,3,4]thiadiazol-2-yl)-8-(methylamino)-2,7-naphthyridin-3-yl)cyclopropanecarboxamide